ClC=1C(=CC2=C(C[C@@](O2)([C@H]2NCCC2)C2=CC=CC=C2)C1C1=C(C(=O)N)C=CC(=C1F)OC[C@H](C)O)F 2-((2S,4S)-5-chloro-6-fluoro-2-phenyl-2-((S)-pyrrolidin-2-yl)-2,3-dihydrobenzofuran-4-yl)-3-fluoro-4-((S)-2-hydroxypropoxy)benzamide